methyl 2-(3-bromo-2-(methoxymethoxy)phenyl)acetate BrC=1C(=C(C=CC1)CC(=O)OC)OCOC